CS(=O)(=O)N1CCN(CC1)C(=O)C=1C=NC2=CC=CC=C2C1N1CCC(CC1)C#N 1-(3-(4-(methylsulfonyl)piperazine-1-carbonyl)quinolin-4-yl)piperidine-4-carbonitrile